COC(C1=CC(=C(C=C1)C)C#CC1=CN=C2N1N=CC=C2)=O 3-(2-imidazo[1,2-b]pyridazin-3-ylethynyl)-4-methyl-benzoic acid methyl ester